2-amino-4-bromo-6-(2,2-diethoxyethoxy)benzonitrile NC1=C(C#N)C(=CC(=C1)Br)OCC(OCC)OCC